2-{[(4R)-3,3-difluoro-1-[4-({8-[(2R,3S)-3-(methanesulfonyl-methyl)-2-methylazetidin-1-yl]-5-(propan-2-yl)isoquinolin-3-yl}amino)pyrimidin-2-yl]piperidin-4-yl]oxy}ethan-1-ol FC1(CN(CC[C@H]1OCCO)C1=NC=CC(=N1)NC=1N=CC2=C(C=CC(=C2C1)C(C)C)N1[C@@H]([C@H](C1)CS(=O)(=O)C)C)F